1,5-bis(phenylamino)decafluoropentane C1(=CC=CC=C1)NC(C(C(C(C(NC1=CC=CC=C1)(F)F)(F)F)(F)F)(F)F)(F)F